C(C=C)=N propeneimine